5-(trifluoromethyl)pyrimidine-4-carboxylic acid FC(C=1C(=NC=NC1)C(=O)O)(F)F